2,6-diaminohexanoate NC(C(=O)[O-])CCCCN